OC1CCN(CC1)CC1(CCOCC1)CNC(=O)C1=CC2=C(S1)CCCCCC2 N-[[4-[(4-hydroxypiperidin-1-yl)methyl]oxan-4-yl]methyl]-4,5,6,7,8,9-hexahydrocycloocta[b]thiophene-2-carboxamide